acetylcholine-d9 C(C)(=O)OC(C([N+](C([2H])([2H])[2H])(C([2H])[2H])C)([2H])[2H])([2H])[2H]